BrC1=C(N=C(N=N1)N[C@H]1CNCCC1)C (R)-3-((6-bromo-5-methyl-1,2,4-triazin-3-yl)amino)piperidin